valine-4,4,4-d3 N[C@@H](C(C)C([2H])([2H])[2H])C(=O)O